5-bromo-1-chloro-2-(methoxymethoxy)-3-((2-methylprop-1-en-1-yl)oxy)benzene BrC=1C=C(C(=C(C1)Cl)OCOC)OC=C(C)C